COC(=O)C1=CNC(=C1)C1=CC=CC=C1 5-Phenyl-1H-pyrrole-3-carboxylic acid methyl ester